C(C)(C)C1(C=CC=C1)[Pr](C1(C=CC=C1)C(C)C)C1(C=CC=C1)C(C)C tris(isopropylcyclopentadienyl)praseodymium (III)